FC1=C(C(=C(C=C1F)F)F)OC1=CC(=CC(=C1)OC)OC 3,5-Dimethoxyphenyl 2,3,5,6-tetrafluorophenyl ether